C1(CC1)OC1=NC=C(C(=O)OC)C=C1 methyl 6-cyclopropyloxynicotinate